The molecule is a 3-acyl-sn-glycerol that is the R-enantiomer of 1-myristoyl glycerol. It is a 3-acyl-sn-glycerol and a 1-monomyristoylglycerol. It is an enantiomer of a 1-myristoyl-sn-glycerol. CCCCCCCCCCCCCC(=O)OC[C@@H](CO)O